5-cyclopropyl-2-(5-methyl-3-((3aS,7aR)-6-methyloctahydro-1H-pyrrolo[2,3-c]pyridin-1-yl)-1,2,4-triazin-6-yl)phenol C1(CC1)C=1C=CC(=C(C1)O)C1=C(N=C(N=N1)N1CC[C@H]2[C@@H]1CN(CC2)C)C